P(S)(O)O.P(S)(O)O thiophosphorous acid (thiophosphite)